FC=1C=C2CC(COC2=C(C1)F)C(=O)O 6,8-difluorochromane-3-carboxylic acid